O=C1NSC2=C1C=CC=C2 3-oxo-3H-1,2-benzothiazole